Br[Zn]CC1=CC=CC=C1 bromo(phenylmethyl)-zinc